O[C@@H](CC(SCCNC(CCNC([C@@H](C(CO)(C)C)O)=O)=O)=O)C S-(2-(3-((R)-2,4-dihydroxy-3,3-dimethylbutanamido)propanamido)ethyl) (R)-3-hydroxybutanethioate